(R)-8-(4-acryloylpiperazin-1-yl)-11-(2-amino-7-fluorobenzo[d]thiazol-4-yl)-10-(trifluoromethyl)-2H-spiro[[1,4]thiazepino[2,3,4-ij]quinazoline-3,1-cyclobutan]-6(4H)-one C(C=C)(=O)N1CCN(CC1)C1=NC(N2C3=C(C(=C(C=C13)C(F)(F)F)C1=CC=C(C3=C1N=C(S3)N)F)SCC3(CCC3)C2)=O